[Cl-].C(CCC)O[Ti+]OCCCC di-n-butoxytitanium monochloride